4-(benzyloxy)-3-fluoro-2-naphthalencarboxylic acid C(C1=CC=CC=C1)OC1=C(C(=CC2=CC=CC=C12)C(=O)O)F